ethyl 5-hydroxynonanoate OC(CCCC(=O)OCC)CCCC